α-D-glucopyranosyl α-D-glucopyranoside O([C@@H]1[C@H](O)[C@@H](O)[C@H](O)[C@H](O1)CO)[C@@H]1[C@H](O)[C@@H](O)[C@H](O)[C@H](O1)CO